4-((2S,5R)-2,5-diethyl-4-(1-(p-tolyl)propyl)piperazin-1-yl)-1-methyl-2-oxo-1,2-dihydropyrido[3,2-d]Pyrimidine-6-carbonitrile C(C)[C@@H]1N(C[C@H](N(C1)C(CC)C1=CC=C(C=C1)C)CC)C=1C2=C(N(C(N1)=O)C)C=CC(=N2)C#N